bromopropane diphosphate OP(O)(=O)OP(=O)(O)O.BrCCC